5-chloro-2-methyl-N-((1r,4r)-4-((2-oxo-3-(quinolin-5-yl)-2,3-dihydro-1H-benzo[d]imidazol-1-yl)methyl)cyclohexyl)nicotinamide ClC=1C=NC(=C(C(=O)NC2CCC(CC2)CN2C(N(C3=C2C=CC=C3)C3=C2C=CC=NC2=CC=C3)=O)C1)C